[C@H]12CN(C[C@H](CC1)N2)C2=NC(=NC1=C(C(=CC=C21)C#CC2=C(C=CC1=CC=CC=C21)O)F)OC[C@]21CCCN1C[C@@H](C2)F 1-((4-((1R,5S)-3,8-diazabicyclo[3.2.1]octan-3-yl)-8-fluoro-2-(((2R,7aS)-2-fluorotetrahydro-1H-pyrrolizin-7a(5H)-yl)methoxy)quinazolin-7-yl)ethynyl)naphthalen-2-ol